C(C)(=O)N(C1CN(C1)C(=O)OCC1=CC=CC=C1)C1(CCOCC1)C1=CC=C(C=C1)[C@H](C)N[S@@](=O)C(C)(C)C benzyl 3-[acetyl(4-{4-[(1S)-1-{[(S)-tert-butylsulfinyl]amino}ethyl]phenyl}tetrahydro-2H-pyran-4-yl)amino]azetidine-1-carboxylate